chloro(dimethyl)octadecylsilane Cl[Si](CCCCCCCCCCCCCCCCCC)(C)C